5-Amino-2-[1-(difluoromethyl)-1H-pyrazol-4-yl]benzenesulfonamide NC=1C=CC(=C(C1)S(=O)(=O)N)C=1C=NN(C1)C(F)F